4-(4-methoxyphenyl)butan-1-amine COC1=CC=C(C=C1)CCCCN